(1-methyl-3-(pyrazin-2-yl)-1H-pyrazol-4-yl)-6-(1H-pyrazol-4-yl)picolinamide Ethyl-(E)-3-(3-fluoro-4-methoxyphenyl)-3-(2-(4-hydroxypent-1-yn-1-yl)thiazol-4-yl)acrylate C(C)OC(\C=C(\C=1N=C(SC1)C#CCC(C)O)/C1=CC(=C(C=C1)OC)F)=O.CN1N=C(C(=C1)C=1C(=NC(=CC1)C=1C=NNC1)C(=O)N)C1=NC=CN=C1